1-(2-chloro-4-hydroxyphenyl)-3-(1-methyl-1H-pyrazol-5-yl)urea ClC1=C(C=CC(=C1)O)NC(=O)NC1=CC=NN1C